1-methyl-N-(4-(5-methylbenzo[d]oxazol-7-yl)pyridin-2-yl)piperidine-4-carboxamide CN1CCC(CC1)C(=O)NC1=NC=CC(=C1)C1=CC(=CC=2N=COC21)C